tert-butyl 1-((5-nitropyridin-2-yl)oxy)-3,6,9,12-tetraoxapentadecan-15-oate [N+](=O)([O-])C=1C=CC(=NC1)OCCOCCOCCOCCOCCC(=O)OC(C)(C)C